(±)-(1'S,3'R,6'R,8'S)-spiro[[1,3]dioxolane-2,2'-tricyclo[4.2.1.03,8]nonan]-7'-one [C@@H]12C3([C@@H]4CC[C@@H](C([C@@H]41)=O)C2)OCCO3 |r|